(2'-chloro-3'-(6-methoxy-5-((piperidin-4-ylamino)methyl)pyridin-2-yl)-2-methyl-[1,1'-biphenyl]-3-yl)-2-methylpyrido[3,2-d]pyrimidin-4-amine ClC1=C(C=CC=C1C1=NC(=C(C=C1)CNC1CCNCC1)OC)C1=C(C(=CC=C1)C=1C=CC=2N=C(N=C(C2N1)N)C)C